(4-{6-amino-5-[1-(2,6-dichloro-3-fluoro-phenyl)-ethoxy]-pyridin-3-yl}-phenyl)-(4-methyl-piperazin-1-yl)-methanone NC1=C(C=C(C=N1)C1=CC=C(C=C1)C(=O)N1CCN(CC1)C)OC(C)C1=C(C(=CC=C1Cl)F)Cl